N-[1-(hydroxymethyl)cyclobutyl]-2-methyl-5-[(2-methyl-1,3-thiazol-5-yl)methoxy]-1-benzothiophene-3-carboxamide OCC1(CCC1)NC(=O)C1=C(SC2=C1C=C(C=C2)OCC2=CN=C(S2)C)C